3-(4-fluoro-3-(trifluoromethyl)phenyl)-4-oxo-5-(2-oxo-2-(pyrrolidin-1-yl)ethyl)-4,5-dihydrothieno[3,2-c]pyridine-7-carbonitrile FC1=C(C=C(C=C1)C1=CSC2=C1C(N(C=C2C#N)CC(N2CCCC2)=O)=O)C(F)(F)F